CC1=CC=C(C2=C1C=C(O2)CNC(=O)C=2C=NN1C2N=CC=C1)C(=O)O 4-Methyl-2-((pyrazolo[1,5-a]pyrimidine-3-carboxamido)methyl)benzofuran-7-carboxylic acid